ClC1=C(C=CC=C1)C=1N=C(SC1)C1C2(CC1(C2)N2CCOCC2)C(=O)N (4-(2-chlorophenyl)thiazol-2-yl)-3-morpholinobicyclo[1.1.1]pentane-1-carboxamide